N[C@H]1CC(C[C@H]1O)C(=O)N[C@@H](C12CCC(CC1)(C2)F)C2=C(C(=CC=C2F)Cl)F (3S,4r)-3-amino-N-((S)-(3-chloro-2,6-difluorophenyl)(4-fluoro-bicyclo[2.2.1]hept-1-yl)methyl)-4-hydroxycyclopentane-1-carboxamide